3-(Methacryloylamino)propyl-lauryl-dimethyl-ammonium chlorid [Cl-].C(C(=C)C)(=O)NCCC[N+](C)(C)CCCCCCCCCCCC